S1C=NC2=C1C=C(C=C2)CN (1,3-benzo-thiazol-6-yl)methan-amine